1-((7-(3,3-difluorocyclopentane-1-carbonyl)-10-hydroxy-7-azaspiro[4.5]decan-10-yl)methyl)-N,N-dimethyl-6-oxo-4-phenyl-1,6-dihydropyridine-3-carboxamide FC1(CC(CC1)C(=O)N1CC2(CCCC2)C(CC1)(O)CN1C=C(C(=CC1=O)C1=CC=CC=C1)C(=O)N(C)C)F